CC(C)(C)OC(=O)N1C[C@H](CC1)N (3S)-3-amino-tetrahydropyrrole-1-carboxylic acid-2-methylpropan-2-yl ester